(S)-4-(4-((4-(((2-(2,6-dioxopiperidin-3-yl)-1,3-dioxoisoindolin-4-yl)oxy)methyl)phenyl)thio)piperidin-1-yl)-3-fluorobenzonitrile O=C1NC(CC[C@@H]1N1C(C2=CC=CC(=C2C1=O)OCC1=CC=C(C=C1)SC1CCN(CC1)C1=C(C=C(C#N)C=C1)F)=O)=O